Di-tert-butyl ((1-(tert-butoxy)-6-(3-(3-ethynylphenyl)ureido)-1-oxohexan-2-yl)carbamoyl)glutamate C(C)(C)(C)OC(C(CCCCNC(=O)NC1=CC(=CC=C1)C#C)NC(=O)N[C@@H](CCC(=O)OC(C)(C)C)C(=O)OC(C)(C)C)=O